ClC=1C=C2C(=NC1)N=C(S2)NC(OC(C)(C)C)=O tert-butyl (6-chlorothiazolo[4,5-b]pyridin-2-yl)carbamate